2,4'-difluoro-4-methoxy-[1,1'-biphenyl] FC1=C(C=CC(=C1)OC)C1=CC=C(C=C1)F